3-[3-(methylsulfonyloxymethyl)-1-bicyclo[1.1.1]pentanyl]azetidine CS(=O)(=O)OCC12CC(C1)(C2)C2CNC2